2,6-Difluoro-3-[4-(4-methoxy-phenyl)-oxazol-2-ylmethoxy]-benzamide FC1=C(C(=O)N)C(=CC=C1OCC=1OC=C(N1)C1=CC=C(C=C1)OC)F